6-(1-cyclopropylpyrazol-4-yl)-3-[difluoro-(6-fluoro-2-methylindazol-5-yl)methyl]-[1,2,4]triazolo[4,3-b]pyridazine C1(CC1)N1N=CC(=C1)C=1C=CC=2N(N1)C(=NN2)C(C2=CC1=CN(N=C1C=C2F)C)(F)F